(1R,3S)-3-(3-(3-(2-formyl-3-hydroxyphenyl) propanamido)-1H-pyrazol-5-yl)cyclopentyl (1-methylcyclopropyl)carbamate CC1(CC1)NC(O[C@H]1C[C@H](CC1)C1=CC(=NN1)NC(CCC1=C(C(=CC=C1)O)C=O)=O)=O